FC1=C(C=C2C=CN=CC2=C1)CNC 1-(7-fluoroisoquinolin-6-yl)-N-methylmethanamine